cis-2-methoxycinnamic acid COC1=C(\C=C/C(=O)O)C=CC=C1